N1(CCCCC1)CC1OC(=NOC1)C1CC=2N(CC1)C=NC2 rac-5-(piperidin-1-ylmethyl)-3-(5,6,7,8-tetrahydroimidazo[1,5-a]pyridin-7-yl)-5,6-dihydro-1,4,2-dioxazine